C(#N)C1(CC1)NS(=O)(=O)C=1C=C(C=2N(C1)C(=NC2)C=2SC(=NN2)C(F)F)N2C[C@H](N(CC2)C(=O)C2(CC2)C)CC(C)C (R)-N-(1-cyanocyclopropyl)-3-(5-(difluoromethyl)-1,3,4-thiadiazol-2-yl)-8-(3-isobutyl-4-(1-methylcyclopropane-1-carbonyl)piperazin-1-yl)imidazo[1,5-a]pyridine-6-sulfonamide